1,4-diazabicyclo[3.2.0]heptane-4-carboxic acid N12CCN(C2CC1)C(=O)O